4'-(TRIFLUOROMETHYL)-4-BIPHENYLBORONIC ACID FC(C1=CC=C(C=C1)C1=CC=C(C=C1)B(O)O)(F)F